(S)-6-(1-amino-1,3-dihydrospiro[indene-2,4'-piperidin]-1'-yl)-3-(1-(3,4-dimethoxyphenyl)cyclopropyl)-1,5-dihydro-4H-pyrazolo[3,4-d]pyrimidin-4-one N[C@@H]1C2=CC=CC=C2CC12CCN(CC2)C=2NC(C1=C(N2)NN=C1C1(CC1)C1=CC(=C(C=C1)OC)OC)=O